(S)-N-butyl-6-(5-cyano-1H-pyrazolo[3,4-b]pyridin-1-yl)-4-((1-hydroxypropan-2-yl)amino)nicotinamide C(CCC)NC(C1=CN=C(C=C1N[C@H](CO)C)N1N=CC=2C1=NC=C(C2)C#N)=O